C(C)(C)OC=1C=CC(=C(C1)N1CCN(CC1)CC=1SC2=C(N1)C=CC=C2)C=2N=NNN2 2-[[4-[5-isopropoxy-2-(2H-tetrazol-5-yl)phenyl]piperazin-1-yl]methyl]-1,3-benzothiazole